CC=1C=C2C(C(C=NC2=CC1N1C(CC1COC1=NC=CC=C1)=O)C(=O)O)=O 6-methyl-4-oxo-7-[2-oxo-4-[(pyridin-2-yloxy)methyl]Azetidin-1-yl]Quinoline-3-carboxylic acid